5-(2-((R or S)-3-(2-ethoxy-1,1,1,3,3,3-hexafluoro-propan-2-yl)-3-(2-(5-fluorothiophen-2-yl)ethyl)pyrrolidin-1-yl)butan-2-yl)-2-methylpyridine C(C)OC(C(F)(F)F)(C(F)(F)F)[C@]1(CN(CC1)C(C)(CC)C=1C=CC(=NC1)C)CCC=1SC(=CC1)F |o1:12|